CC1=NC(=CC(=N1)N[C@@H](C)C1=CC(=CC=C1)OC)C1=CC=NC=C1 2-methyl-N-{(1S)-1-[3-(methyloxy)phenyl]ethyl}-6-pyridin-4-ylpyrimidin-4-amine